3-triethoxysilyl-N-(1,3-dimethylbutyl)propylamine C(C)O[Si](CCCNC(CC(C)C)C)(OCC)OCC